CC1=CN=C(S1)C(=O)NNC(=O)OC(C)(C)C tert-butyl 2-(5-methylthiazole-2-carbonyl)hydrazine-1-carboxylate